Bis(7-(nonanoyloxy)heptyl) (S)-2-(((3-(dimethylamino)propoxy)carbonyl)oxy)succinate CN(CCCOC(=O)O[C@H](C(=O)OCCCCCCCOC(CCCCCCCC)=O)CC(=O)OCCCCCCCOC(CCCCCCCC)=O)C